FC=1C=CC(=C(C1)C1=CC=C(S1)[C@@H](C)NC(=O)C1=NN(C(C=C1)=O)C=1C=NN(C1)C)CNC N-[(1R)-1-[5-[5-fluoro-2-(methylaminomethyl)phenyl]-2-thienyl]ethyl]-1-(1-methylpyrazol-4-yl)-6-oxo-pyridazine-3-carboxamide